[2H]C(N1C(C2=C(C(=C1)C1=C(C=CC(=C1)S(=O)(=O)C1COC1)N1CC3(C1)CCC3)C=CN2)=O)([2H])[2H] 6-trideuteromethyl-4-(5-(oxetane-3-ylsulfonyl)-2-(2-aza-spiro[3.3]heptan-2-yl)phenyl)-1H-pyrrolo[2,3-c]pyridin-7(6H)-one